7-Bromo-1-(2-trimethylsilylethoxymethyl)pyrazolo[4,3-c]pyridin-4-amine BrC=1C2=C(C(=NC1)N)C=NN2COCC[Si](C)(C)C